tert-butyl (S)-3-(((R)-3-((1-(3-(4-chlorophenyl)-1,2,4-oxadiazol-5-yl)piperidine-4-carboxamido)methyl)pyrrolidin-1-yl)methyl)piperidine-1-carboxylate ClC1=CC=C(C=C1)C1=NOC(=N1)N1CCC(CC1)C(=O)NC[C@@H]1CN(CC1)C[C@H]1CN(CCC1)C(=O)OC(C)(C)C